C(C1=CC=CC=C1)OCC1=NN(C(N1CC)=O)C1=C(C=C2C([C@@H](CN(C2=C1)C(C)C)C1=C(C=CC=C1)C)=O)F |r| racemic-7-(3-((benzyloxy)methyl)-4-ethyl-5-oxo-4,5-dihydro-1H-1,2,4-triazol-1-yl)-6-fluoro-1-isopropyl-3-(o-tolyl)-2,3-dihydroquinolin-4(1H)-one